8-(1-((2-bromo-6-chloropyridin-3-yl)amino)ethyl)-2-isopropyl-3,6-dimethyl-4H-chromen-4-one BrC1=NC(=CC=C1NC(C)C=1C=C(C=C2C(C(=C(OC12)C(C)C)C)=O)C)Cl